C(=C)C1=C(C=CC=C1)OB(O)O vinylphenyl-boric acid